Oxazinate O1NC(=CC=C1)C(=O)[O-]